7-methyl-6-(3-methyl-1H-pyrazol-5-yl)-4-morpholino-2-(3-phenylpyrazol-1-yl)furo[3,2-d]pyrimidine CC1=C(OC2=C1N=C(N=C2N2CCOCC2)N2N=C(C=C2)C2=CC=CC=C2)C2=CC(=NN2)C